N-capryloyl-isoleucine C(CCCCCCC)(=O)N[C@@H]([C@@H](C)CC)C(=O)O